4-(1-(3-(1-(2-(2,6-dioxopiperidin-3-yl)-1,3-dioxoisoindolin-4-yl)piperidin-4-yl)propyl)-1H-1,2,3-triazol-4-yl)-N-(2-(pyrrolidin-1-ylmethyl)-1H-benzo[d]imidazol-5-yl)benzamide O=C1NC(CCC1N1C(C2=CC=CC(=C2C1=O)N1CCC(CC1)CCCN1N=NC(=C1)C1=CC=C(C(=O)NC2=CC3=C(NC(=N3)CN3CCCC3)C=C2)C=C1)=O)=O